2-(3-((5-(2-(2-aminopyridin-3-yl)-5-phenyl-3H-imidazo[4,5-b]pyridin-3-yl)pyridin-2-yl)carbamoyl)phenyl)acetic acid NC1=NC=CC=C1C1=NC=2C(=NC(=CC2)C2=CC=CC=C2)N1C=1C=CC(=NC1)NC(=O)C=1C=C(C=CC1)CC(=O)O